ClC1=C(C=CC=C1C1=NC=CC(=C1Cl)NC1=C(C(=CC=C1)CN1CC(C1)CO)F)C1=CC=C(C(=N1)OC)CNCC1CCC(N1)=O 5-((((6-(2-chloro-3-(3-chloro-4-((2-fluoro-3-((3-(hydroxymethyl)azetidin-1-yl)methyl)phenyl)amino)pyridin-2-yl)phenyl)-2-methoxypyridin-3-yl)methyl)amino)methyl)pyrrolidin-2-one